N2-(3,3-difluoro-1-methyl-cyclobutyl)-6-(4-fluorophenyl)pyridine-2,3-diamine FC1(CC(C1)(C)NC1=NC(=CC=C1N)C1=CC=C(C=C1)F)F